N-(1-(methyl-d3)-3-(((2S,3S)-2-methyloxetan-3-yl)oxy)-1H-pyrazol-4-yl)formamide C(N1N=C(C(=C1)NC=O)O[C@@H]1[C@@H](OC1)C)([2H])([2H])[2H]